Benzyl 2,4-bis(benzyloxy)-5-(trifluoromethyl)benzoate C(C1=CC=CC=C1)OC1=C(C(=O)OCC2=CC=CC=C2)C=C(C(=C1)OCC1=CC=CC=C1)C(F)(F)F